azide (2,5-dioxopyrrolidin-1-yl 3-(2-(2-(2-azidoethoxy)ethoxy)ethoxy)propanoate) O=C1N(C(CC1)=O)C(C(=O)[O-])COCCOCCOCCN=[N+]=[N-].[N-]=[N+]=[N-]